CC1=C(C(=C(C=C1)C)C)C Tetramethylbenzol